menthyl acetate ([(1R,2S,5R)-5-methyl-2-prop-2-ylcyclohexyl] acetate) C[C@@H]1CC[C@H]([C@H](C1)CC(=O)O)C(C)C.C(C)(=O)OC1CC(CCC1C(C)C)C